FC(S(=O)(=O)OC1=CC2(C=CC(C1)(O2)C)CO[Si](C)(C)C(C)(C)C)(F)F [1-[[tert-butyl(dimethyl)silyl]oxymethyl]-5-methyl-8-oxabicyclo[3.2.1]octa-2,6-dien-3-yl] trifluoromethanesulfonate